C(C(=C)C)(=O)OCCCCCCNC(=S)N 6-methacryloyloxyhexyl-2-thiourea